BrC1=C(C(=C(C(=O)OC)C=C1)[N+](=O)[O-])NCC(=O)OC(C)(C)C methyl 4-bromo-3-((2-(tert-butoxy)-2-oxoethyl)amino)-2-nitrobenzoate